BrC1=CC=C(C(=N1)C1=NC2=C(C(=NC(=C2)C(F)(F)F)Cl)N1C)SCC 2-[6-bromo-3-(ethylsulfanyl)pyridin-2-yl]-4-chloro-3-methyl-6-(trifluoromethyl)-3H-imidazo[4,5-c]pyridine